O1C=NC=C1CNC N-(oxazol-5-ylmethyl)methanamine